C(CCCCCCCCCCCCCCCC(C)C)N=C=O isononadecyl isocyanate